N-((6-Aminopyridin-2-yl)sulfonyl)-6-(3-fluoro-5-isobutoxyphenyl)-2-(7-methyl-5-azaspiro[3.4]octan-5-yl)nicotinamid NC1=CC=CC(=N1)S(=O)(=O)NC(C1=C(N=C(C=C1)C1=CC(=CC(=C1)OCC(C)C)F)N1C2(CCC2)CC(C1)C)=O